NC=1N=C(SC1C(C1=CC=CC=C1)=O)N(C1=CC=C(C=C1)C)[C@H](C(=O)N)C (S)-2-(N-(4-Amino-5-benzoylthiazol-2-yl)-4-methylanilino)propanamid